4-bromothiazol-2-yl-3,6-dihydropyridine-1(2H)-carboxylate BrC=1N=C(SC1)OC(=O)N1CCC=CC1